O1CCC(CC1)C(=O)NCC1=CC=C(C=C1)C=1SC=C(N1)C(=O)NC(C(=O)NC(C(=O)OC)=C)=C methyl 2-(2-(2-(4-((tetrahydro-2H-pyran-4-carboxamido)methyl)phenyl)thiazole-4-carboxamido)acrylamido)acrylate